[N+](=O)([O-])C1=C(N)C=CC=C1 o-Nitro-aniline